(2S,4R)-4-fluoro-N-[(S)-phenyl[4-(propan-2-yl)phenyl]methyl]-1-[2-(2,2,2-trifluoroacetamido)acetyl]pyrrolidine-2-carboxamide F[C@@H]1C[C@H](N(C1)C(CNC(C(F)(F)F)=O)=O)C(=O)N[C@H](C1=CC=C(C=C1)C(C)C)C1=CC=CC=C1